C(C=C)O[SiH2][SiH2][SiH3] allyloxytrisilane